rac-cis-1,2-cyclohexanediamine [C@@H]1([C@H](CCCC1)N)N |r|